CN1N=C(C2=C1CN(C2)C(=O)OC(C)(C)C)C2=CC=C(C=C2)C(F)(F)F tert-butyl 1-methyl-3-(4-(trifluoromethyl) phenyl)-4,6-dihydropyrrolo[3,4-c]pyrazole-5(1H)-carboxylate